O[C@H]1[C@@H](O)[C@@H](O)[C@H](O)[C@@H](O1)C(=O)[O-] α-L-guluronate